2-(1H-imidazole-2-ylcarbonyl)-(1S)-1-phenyl-1,2,3,4-tetrahydroisoquinoline N1C(=NC=C1)C(=O)N1[C@H](C2=CC=CC=C2CC1)C1=CC=CC=C1